2,2-dimethyl-4,12-dioxo-3,8-dioxa-5,11-diazapentadecan-15-oic acid CC(C)(OC(NCCOCCNC(CCC(=O)O)=O)=O)C